3-Methyl-6-(((trifluoromethyl)sulfonyl)oxy)-3,4-dihydropyridine-1(2H)-carboxylic acid tert-butyl ester C(C)(C)(C)OC(=O)N1CC(CC=C1OS(=O)(=O)C(F)(F)F)C